FC=1C=CC2=C(C(=CC3=C(O2)C=CC=C3)C(=O)OC)C1 methyl 8-fluorodibenzo[b,f]oxepine-10-carboxylate